6-cyclopropoxy-2-nitro-3-vinylpyridine C1(CC1)OC1=CC=C(C(=N1)[N+](=O)[O-])C=C